2,6-dichloropyridine-4-formaldehyde ClC1=NC(=CC(=C1)C=O)Cl